(Z)-1,3-Dioxolan-2-ylmethoxyimino(phenyl)acetonitril O1C(OCC1)CO\N=C(/C#N)\C1=CC=CC=C1